(2-fluoro-4-(6-(4-methylpiperazin-1-yl)pyrazolo[1,5-a]pyrazin-4-yl)phenyl)methylamine dihydrochloride Cl.Cl.FC1=C(C=CC(=C1)C=1C=2N(C=C(N1)N1CCN(CC1)C)N=CC2)CN